C(CCCCCCC)C(=C(C(=O)[O-])C#N)CCCCCCCCC Octylnonylcyanoacrylat